C(C)(C)(C)N1S(C(=C(C1=O)NCCCOC=1C=NC=CC1)C1=CC=CC=C1)(=O)=O 2-tert-butyl-5-phenyl-4-{[3-(pyridin-3-yloxy)propyl]amino}isothiazol-3(2H)-one 1,1-dioxide